FC(C(CC(O)C1=CC=C(C=C1)Cl)O)(F)F 1,1,1-trifluoro-4-(4-chloro-phenyl)-2,4-butandiol